methyl 6-methoxy-2-(2-methoxyethyl)-2H-indazole-5-carboxylate COC=1C(=CC2=CN(N=C2C1)CCOC)C(=O)OC